BrC=1C=C(C(=O)NC2=CC=C(C=C2)OCCC2=CC=CC=C2)C=CN1 2-bromo-N-(4-phenethoxyphenyl)isonicotinamide